C(COCCS)OCCS 2,2-(Ethylenedioxy)diethanethiol